O=C(CNC(=O)C1=NNC(=C1)C1=CC=C(C=C1)F)N1CCC(CC1)OC1=CC(=CC=C1)C(F)(F)F 5-(4-Fluoro-phenyl)-1H-pyrazole-3-carboxylic acid {2-oxo-2-[4-(3-trifluoromethyl-phenoxy)-piperidin-1-yl]-ethyl}-amide